FC1(CC2(CC(C2)CN)C1)F (6,6-difluorospiro[3.3]heptan-2-yl)methanamine